C(C)(C)(C)OC(=O)C=1N(C2=CC=CC(=C2C1)NC([C@H](C(C1=CC=C(C=C1)N1C(CN(CC1)C1COCC1)=O)N)C(=O)OCC1=CC=CC=2C3=CC=CC=C3CC12)=O)C(=O)OC(C)(C)C (S)-4-(2-fluorenylmethoxycarbonyl-amino-3-(4-(4-(tetrahydrofuran-3-yl)-2-oxopiperazin-1-yl)phenyl)propanamido)-1-t-butoxycarbonyl-indole-2-oic acid tert-butyl ester